C(C)(=O)C1=NN(C2=CC=C(C=C12)C=1C=NC(=NC1)C1CC1)CC(=O)O (3-acetyl-5-(2-cyclopropylpyrimidin-5-yl)-1H-indazol-1-yl)acetic acid